(3S,4S)-3-hydroxy-4-((S)-5H-imidazo[5,1-a]isoindol-5-yl)piperidine-1-carboxylic acid tert-butyl ester C(C)(C)(C)OC(=O)N1C[C@H]([C@@H](CC1)[C@@H]1N2C(C3=CC=CC=C13)=CN=C2)O